[N-](S(=O)(=O)C(F)(F)F)S(=O)(=O)C(F)(F)F.C(CCCCC)[P+](CCCCCCCCCCCCCC)(CCCCCC)CCCCCC trihexyltetradecyl-phosphonium bis(trifluoromethylsulfonyl)imide